FC1=C(C=C(C=C1)C(F)(F)F)[C@@H](C)NC(=O)C=1C(=NC(=C(C1)C=1C=CC=2N(N1)C=C(N2)NC(CO)=O)C)C N-[(1R)-1-[2-fluoro-5-(trifluoromethyl)phenyl]ethyl]-5-[2-(2-hydroxyacetamido)imidazo[1,2-b]pyridazin-6-yl]-2,6-dimethylpyridine-3-carboxamide